C([C@H](O)CC(=O)O)(=O)O D-(-)-malic acid